(1R,2S,3S,4S)-rel-3-(1-methylethyl)-bicyclo[2.2.1]hept-5-ene-2-carboxylic acid ethyl ester C(C)OC(=O)[C@H]1[C@H]2C=C[C@@H]([C@@H]1C(C)C)C2 |o1:5,6,9,10|